COC1=C(C(=O)P(C2=C(CC(C=C2)(C)C)C)(C(C2=C(C=CC=C2OC)OC)=O)=O)C(=CC=C1)OC bis(2,6-dimethoxybenzoyl)-2,4,4-trimethylphenylphosphine oxide